ClC1=CC=C(C=C1)[C@@H]1COC=2C(=NC=CC2)O1 (R)-3-(4-chlorophenyl)-2,3-dihydro-[1,4]dioxino[2,3-b]pyridine